FC1=C(C=CC=C1)C1=CC=C(C=C1)CCCNC(=O)C1(CC1)C1=CC=C(C=C1)OC N-(3-(2'-fluoro-[1,1'-biphenyl]-4-yl)propyl)-1-(4-methoxyphenyl)cyclopropane-1-carboxamide